5-methylmercapto-methyl-2-oxazolidinone CSC1CN(C(O1)=O)C